[3-[4-(4-Chloro-2-methylsulfonyl-phenyl)phenyl]azetidin-1-yl]-[(3S)-3-(1,2,4-triazol-4-yl)pyrrolidin-1-yl]methanone ClC1=CC(=C(C=C1)C1=CC=C(C=C1)C1CN(C1)C(=O)N1C[C@H](CC1)N1C=NN=C1)S(=O)(=O)C